ClC=1C=C(C(=O)NC(C)C2=NC(=NN2C2=NC=CC=N2)C(=O)N)C=C(C1)C(F)(F)F 5-[1-[[3-chloro-5-(trifluoromethyl)benzoyl]amino]ethyl]-1-pyrimidin-2-yl-1,2,4-triazole-3-carboxamide